6-(4-Chloropyrazol-1-yl)-N-[(2,4-Dimethoxyphenyl)methyl]-4-methylphthalazin-1-amine ClC=1C=NN(C1)C=1C=C2C(=NN=C(C2=CC1)NCC1=C(C=C(C=C1)OC)OC)C